N-(4-(4-fluoro-1-isopropyl-1H-benzo[d]imidazol-6-yl)-5-methylpyridin-2-yl)-3-propionamidocyclohexane-1-carboxamide FC1=CC(=CC=2N(C=NC21)C(C)C)C2=CC(=NC=C2C)NC(=O)C2CC(CCC2)NC(CC)=O